C(O)(O)=O.CC(O)[C@H](O)[C@@H](O)[C@H](O)[C@H](O)CO methyl-sorbitol carbonate